5-nitrophenyl-boronic acid [N+](=O)([O-])C=1C=CC=C(C1)B(O)O